C1(CCC1)C=1C=NN2C1N=C(C=C2)C2=NC(=NC=C2)N[C@@H]2C[C@H](CC2)NC(=O)OC(C)(C)C tert-butyl (1S,3S)-[3-[4-[3-cyclobutylpyrazolo[1,5-a]pyrimidin-5-yl]pyrimidin-2-yl]aminocyclopentan-1-yl]aminocarboxylate